1,1'-((4,4'-diamino-[1,1'-biphenyl]-2,2'-diyl)bis(methylene))bis-(3-benzyl-urea) NC1=CC(=C(C=C1)C1=C(C=C(C=C1)N)CNC(=O)NCC1=CC=CC=C1)CNC(=O)NCC1=CC=CC=C1